CC=1C=C(C=C(C1)C)P(C1=CC(=CC(=C1)C)C)C[C@H]1[C@@H](CC1)CP(C1=CC(=CC(=C1)C)C)C1=CC(=CC(=C1)C)C trans-1,2-bis(bis(3,5-dimethylphenyl)phosphinomethyl)cyclobutane